CS(=O)(=O)OCC1N(C2=CC=CC=C2N(C1)C1=CC=C(C=C1)C(F)(F)F)CC(=O)OCC ethyl 2-(2-(((methylsulfonyl)oxy)methyl)-4-(4-(trifluoromethyl)phenyl)-3,4-dihydroquinoxalin-1(2H)-yl)acetate